C(C1=CC=CC=C1)OC=1C=C2CCC(=C(C2=CC1)C1=CC=C(C=C1)N1CCC(CC1)C(OC)OC)C1=CC=CC=2CCCCC12 1-(4-(6'-(benzyloxy)-3',4',5,6,7,8-hexahydro-[1,2'-binaphthalen]-1'-yl)phenyl)-4-(dimethoxymethyl)piperidine